1-(3-(6-(pyridin-3-yl)-2H-indazol-2-yl)piperidin-1-yl)prop-2-en-1-one N1=CC(=CC=C1)C=1C=CC2=CN(N=C2C1)C1CN(CCC1)C(C=C)=O